C(\C=C/C(=O)[O-])(=S)[O-].[Au+3].C(\C=C/C(=O)[O-])(=S)[O-].C(\C=C/C(=O)[O-])(=S)[O-].[Au+3] gold thiomaleate